1-(3-aminobenzyl)-4-phenylpiperazine NC=1C=C(CN2CCN(CC2)C2=CC=CC=C2)C=CC1